CC(=C)CCCC(C)C 2,6-dimethyl-1-heptene